4-nitro-N-(3,5-dimethoxybenzyl)benzenethioamide [N+](=O)([O-])C1=CC=C(C=C1)C(NCC1=CC(=CC(=C1)OC)OC)=S